1-Azabicyclo[3.2.2]nonan-4-yl (2-(2-(4-(3-methoxypropoxy)phenyl)thiazol-4-yl)propan-2-yl)carbamate COCCCOC1=CC=C(C=C1)C=1SC=C(N1)C(C)(C)NC(OC1CCN2CCC1CC2)=O